γ-methacryloxypropyltriacetoxysilane C(C(=C)C)(=O)OCCC[Si](OC(C)=O)(OC(C)=O)OC(C)=O